tert-butyl 2-(ethylcarbamoyl)-3-methyl-7,8-dihydro-4H-pyrazolo[1,5-a][1,4]diazepine-5(6H)-carboxylate C(C)NC(=O)C1=NN2C(CN(CCC2)C(=O)OC(C)(C)C)=C1C